7-chloro-6-fluoro-1-(4-fluoro-2-methylphenyl)-3-(6-methoxy-2-methylpyridin-3-yl)-2,3-dihydroquinazolin-4(1H)-one ClC1=C(C=C2C(N(CN(C2=C1)C1=C(C=C(C=C1)F)C)C=1C(=NC(=CC1)OC)C)=O)F